BrC1=CC=C(C=C1)S 4-bromothiophenol